N-(4-(7-(8-ethynyl-7-fluoronaphthalen-1-yl)-8-fluoro-2-((tetrahydro-1H-pyrrolizin-7a(5H)-yl)methoxy)pyrido[4,3-d]pyrimidin-4-yl)-1,4-oxazepan-6-yl)acrylamide C(#C)C=1C(=CC=C2C=CC=C(C12)C1=C(C=2N=C(N=C(C2C=N1)N1CCOCC(C1)NC(C=C)=O)OCC12CCCN2CCC1)F)F